O=C1NC(CCC1N1C(C2=CC=CC(=C2C1)NC(COCC(=O)O)=O)=O)=O 2-(2-((2-(2,6-dioxopiperidin-3-yl)-1-oxoisoindolin-4-yl)amino)-2-oxoethoxy)acetic acid